CC1=C(C=CC=C1[N+](=O)[O-])O methyl-3-nitrophenol